C(C)N1C(NC2=C(C(=CC=C2C1=O)CN1CCN(CC1)C=1C=CC(=NC1F)C(=O)NC)F)=O 5-(4-((3-ethyl-8-fluoro-2,4-dioxo-1,2,3,4-tetrahydroquinazolin-7-yl)methyl)piperazin-1-yl)-6-fluoro-N-methylpyridinecarboxamide